N1C=CC=2C1=CN=C(C2)[N+]#N 1H-pyrrolo[2,3-c]pyridine-5-diazonium